tert-Butyl 5-amino-5-oxo-2-(1-oxo-4-(4-((4-(trifluoromethyl)piperidin-1-yl)methyl)benzyloxy)isoindolin-2-yl)pentanoate NC(CCC(C(=O)OC(C)(C)C)N1C(C2=CC=CC(=C2C1)OCC1=CC=C(C=C1)CN1CCC(CC1)C(F)(F)F)=O)=O